N-{[4-fluoro-5-(tetrahydropyran-4-yl)-1H-benzimidazol-2-yl](2-methylcyclohexyl)-methyl}-3-methylisoxazole-4-carboxamide FC1=C(C=CC=2NC(=NC21)C(NC(=O)C=2C(=NOC2)C)C2C(CCCC2)C)C2CCOCC2